ClC=1C=C(C(=O)NC23CC(C2)(C3)[C@@H](C(=O)OC)C)C=CC1Cl Methyl (S)-2-(3-(3,4-dichlorobenzamido)bicyclo[1.1.1]pentan-1-yl)propanoate